NC1=NC=NN2C1=C(C=C2C2=NOC(=C2)C)C2=CC(=C(C=C2)NC(OC(C)(C)C)=O)OC tert-Butyl (4-(4-amino-7-(5-methylisoxazol-3-yl)pyrrolo[2,1-F][1,2,4]triazin-5-yl)-2-methoxyphenyl)carbamate